5-pyrrolecarboxaldehyde N1C=CC=C1C=O